FC(C(=O)[O-])(F)F.NC(=O)C1=CC=CC2=CN(N=C12)C1=CC=C(C=C1)NC(=O)C1([NH2+]CC1)C 2-[({4-[7-(aminocarbonyl)-2H-indazol-2-yl]phenyl}amino)carbonyl]-2-methylazetidinium trifluoroacetate